C(C)(=O)N1CC=2N(CC1)C(=NC2C=2C=CC=C1C=C(N=CC21)C=2C=CC(=NC2)C(=O)NCC2CC(=CC2)C2=C1CN(C(C1=CC=C2)=O)C2C(NC(CC2)=O)=O)CC 5-(8-(7-acetyl-3-ethyl-5,6,7,8-tetrahydroimidazo[1,5-a]pyrazin-1-yl)isoquinolin-3-yl)-N-((3-(2-(2,6-dioxopiperidin-3-yl)-1-oxoisoindolin-4-yl)cyclopent-3-en-1-yl)methyl)picolinamide